5,7-dimethyl-3-((4-(4-(trifluoromethyl)phenoxy)piperidin-1-yl)carbonyl)pyrazolo[1,5-a]pyrazin-4(5H)-one CN1C(C=2N(C(=C1)C)N=CC2C(=O)N2CCC(CC2)OC2=CC=C(C=C2)C(F)(F)F)=O